NC1=NN2C(C=C(C=C2)C=2C=C3C(=CN(C3=CC2)CC)C(=O)O)=N1 5-(2-amino-[1,2,4]triazolo[1,5-a]pyridin-7-yl)-1-ethyl-1H-indole-3-carboxylic acid